S1C=CC(=C1)C(=C(Cl)Cl)C=1C=CSC1 bis(4-thiophenyl)-2,2-dichloroethylene